The molecule is an alkyl sulfate, a guaiacyl lignin, a methoxycinnamic acid, a monomethoxybenzene, a member of phenols and a secondary alcohol. It has a role as a plant metabolite. It derives from a ferulic acid and a guaiacylglycerol. COC1=C(C=CC(=C1)/C=C/C(=O)O)OC(COS(=O)(=O)O)C(C2=CC(=C(C=C2)O)OC)O